[N+](=O)([O-])C1=CC=C(C=2C1=NON2)SCCCCCCCC(=O)O 8-((7-nitrobenzo[C][1,2,5]oxadiazol-4-yl)thio)octanoic acid